CC=1C=C(C2=C(C=C(O2)C(C)NC(=O)C=2C=NN3C2N=CC=C3)C1)C(=O)O[C@H](C(F)(F)F)C (S)-1,1,1-Trifluoropropan-2-yl 5-methyl-2-(1-(pyrazolo[1,5-a]pyrimidine-3-carboxamido)ethyl)benzofuran-7-carboxylate